CCCCCCCCCCCCCCCCCCCCC(=O)O[C@H](COC(=O)CC/C=C\C/C=C\C/C=C\C/C=C\C/C=C\C/C=C\CC)COP(=O)(O)OC[C@H](CO)O 1-(4Z,7Z,10Z,13Z,16Z,19Z-docosahexaenoyl)-2-heneicosanoyl-glycero-3-phospho-(1'-sn-glycerol)